3,6-Dimethyl-2-(3-pyridyl)-8-[(1R)-1-[2-(4,4,5,5-tetramethyl-1,3,2-dioxaborolan-2-yl)anilino]ethyl]chromen-4-one CC1=C(OC2=C(C=C(C=C2C1=O)C)[C@@H](C)NC1=C(C=CC=C1)B1OC(C(O1)(C)C)(C)C)C=1C=NC=CC1